BrC=1C=C(C=2N(C1)C=C(N2)C(=O)N2C[C@H]([C@@]1(CC2)NCC2=CC=CC=C2C1)O)COC (6-bromo-8-(methoxymethyl)imidazo[1,2-a]pyridin-2-yl)((3R,3'R)-3'-hydroxy-1,4-dihydro-2H-spiro[isoquinoline-3,4'-piperidin]-1'-yl)methanone